(S)-7-(dimethylphosphoryl)-3-(2-((1-hydroxy-prop-2-yl)amino)-5-(trifluoromethyl)pyrimidin-4-yl)-1H-indole-6-carbonitrile CP(=O)(C)C=1C(=CC=C2C(=CNC12)C1=NC(=NC=C1C(F)(F)F)N[C@H](CO)C)C#N